OC1=CC=C(C=C1)C=1C=C2C=CNC2=NC1 5-(4-(hydroxy)phenyl)-7-azaindole